C(CCC)C=1N(C(=CN1)C=1OC(=NN1)C)CC1=CC=C(C=C1)C=1C=C(C=CC1C#N)C1=CC=CC=C1 4''-((2-butyl-5-(5-methyl-1,3,4-oxadiazol-2-yl)-1H-imidazol-1-yl)methyl)-[1,1':3',1''-terphenyl]-4'-carbonitrile